C(C)(C)(C)OC(=O)N1C[C@@H](CC1)OC=1C=C(C(C(=O)O)=CC1)C(=O)O 4-[(3R)-1-tert-butoxycarbonylpyrrolidin-3-yl]oxyphthalic acid